Ethylene (propylene) carbonate C1(OCC(C)O1)=O.C=C